(R)-N-(4-(Piperidin-3-yl)phenyl)-6-(trifluoromethyl)nicotinamide N1C[C@H](CCC1)C1=CC=C(C=C1)NC(C1=CN=C(C=C1)C(F)(F)F)=O